(S)-2-((5-cyclopropylpyrimidin-2-yl)amino)-4-((2-(dimethylamino)-2-oxoethyl)(4-(5,6,7,8-tetrahydro-1,8-naphthyridin-2-yl)butyl)amino)butanoic acid C1(CC1)C=1C=NC(=NC1)N[C@H](C(=O)O)CCN(CCCCC1=NC=2NCCCC2C=C1)CC(=O)N(C)C